ClC1=C(C(=CC=C1)Cl)C1CN(C1)C1=C(C=C(CN2CCC(CC2)C(=O)OC)C=C1)F methyl 1-(4-(3-(2,6-dichlorophenyl) azetidin-1-yl)-3-fluorobenzyl)piperidine-4-carboxylate